5-[(2S,4S)-4-[4-chloro-2-(trifluoromethyl)phenoxy]-2-ethylpiperidin-1-yl]-2'-ethoxy-N-[(3R)-1-methylpyrrolidin-3-yl]-[2,3'-bipyridine]-6-carboxamide ClC1=CC(=C(O[C@@H]2C[C@@H](N(CC2)C=2C=CC(=NC2C(=O)N[C@H]2CN(CC2)C)C=2C(=NC=CC2)OCC)CC)C=C1)C(F)(F)F